O=C(COCCOCCOCC(=O)[O-])NCCC 11-oxo-3,6,9-trioxa-12-azapentadecanoate